thymidine-3'-yl 2-((3,4,5-tris(octadecyloxy)benzoyl)oxy)acetate C(CCCCCCCCCCCCCCCCC)OC=1C=C(C(=O)OCC(=O)O[C@@]2(C[C@@H](O[C@@H]2CO)N2C(=O)NC(=O)C(C)=C2)O)C=C(C1OCCCCCCCCCCCCCCCCCC)OCCCCCCCCCCCCCCCCCC